2-(2-(benzofuran-6-yl)-5-ethyl-6-(4-(3-hydroxypicolinoyl)piperazin-1-yl)-7-oxo-[1,2,4]triazolo[1,5-a]pyrimidin-4(7H)-yl)-N-(4-(pentafluoro-λ6-sulfaneyl)phenyl)acetamide O1C=CC2=C1C=C(C=C2)C2=NN1C(N(C(=C(C1=O)N1CCN(CC1)C(C1=NC=CC=C1O)=O)CC)CC(=O)NC1=CC=C(C=C1)S(F)(F)(F)(F)F)=N2